tert-butyl N-[3-[[2-[4-(2,6-dioxo-3-piperidyl)phenoxy]acetyl]amino]propyl]carbamate O=C1NC(CCC1C1=CC=C(OCC(=O)NCCCNC(OC(C)(C)C)=O)C=C1)=O